FC1=CC=C(C=C1)N1CC(CCC1)NC(=O)NC1=NC=C(C=C1)O 1-[1-(4-fluorophenyl)piperidin-3-yl]-3-(5-hydroxypyridin-2-yl)urea